C(C)S(=O)(=O)N1CC2=C(N(C=3C(=CC=CC23)F)C2=C(C=CC=C2)F)CC1 2-(ethylsulfonyl)-6-fluoro-5-(2-fluorophenyl)-2,3,4,5-tetrahydro-1H-pyrido[4,3-b]indole